racemic-trans-1-amino-3-methoxycyclopentane N[C@@H]1C[C@H](CC1)OC |r|